C[C@@H](CN1CC(=O)NC(=O)C1)N2CC(=O)NC(=O)C2 The molecule is a razoxane. It has a role as a chelator, an antineoplastic agent, a cardiovascular drug and an immunosuppressive agent.